6-(3,9-Diazabicyclo[3.3.1]nonan-9-yl)-3-(4-chloro-2-ethyl-2H-indazol-5-yl)-5-methyl-1,5-dihydro-4H-pyrazolo[3,4-d]pyrimidin-4-one C12CNCC(CCC1)N2C=2N(C(C1=C(N2)NN=C1C1=C(C2=CN(N=C2C=C1)CC)Cl)=O)C